FC=1C=C(C=CC1OC1=NC=CC(=N1)C)C=1C(=C2N(N=C(C=C2)C)C1C1=C(C=C(C=C1)NC(C(=C)F)=O)C)C(=O)N 6-(3-fluoro-4-((4-methylpyrimidin-2-yl)oxy)phenyl)-7-(4-(2-fluoroacrylamido)-2-methylphenyl)-2-methylpyrrolo[1,2-b]pyridazine-5-carboxamide